3-(5-(tert-butylthio)-1-oxoisoindolin-2-yl)piperidine-2,6-dione C(C)(C)(C)SC=1C=C2CN(C(C2=CC1)=O)C1C(NC(CC1)=O)=O